ClC=1C=C(CN(C(OC(C)(C)C)=O)CCCO)C=CC1OC(F)(F)F Tert-butyl (3-chloro-4-(trifluoromethoxy)benzyl)(3-hydroxypropyl)carbamate